FC1=C(C=CC=C1)C1=CC=C(C=C1)CCCC(=O)N(C=1C=NC=CC1)C 4-(2'-fluoro-[1,1'-biphenyl]-4-yl)-N-methyl-N-(pyridin-3-yl)butanamide